4-(4-((2-(1H-pyrrolo[2,3-b]pyridin-3-yl)ethyl)amino)-8-fluoro-2-(((2R,7aS)-2-fluorohexahydro-1H-pyrrolizin-7a-yl)methoxy)pyrido[4,3-d]pyrimidin-7-yl)-5-ethyl-6-fluoronaphthalen-2-ol N1C=C(C=2C1=NC=CC2)CCNC=2C1=C(N=C(N2)OC[C@]23CCCN3C[C@@H](C2)F)C(=C(N=C1)C1=CC(=CC2=CC=C(C(=C12)CC)F)O)F